(cis-4-aminocyclohexyl)methanol HCl salt Cl.N[C@H]1CC[C@H](CC1)CO